benzyl tert-butyl (6-aminohexane-1,5-diyl)dicarbamate NCC(CCCCNC(OCC1=CC=CC=C1)=O)NC(OC(C)(C)C)=O